CN(CCOC1=CC=C(C=C1)NC=1N=CC2=C(N1)N(C(C=C2C#C[Si](C(C)C)(C(C)C)C(C)C)=O)C)C 2-({4-[2-(Dimethylamino)ethoxy]phenyl}amino)-8-methyl-5-[2-(triisopropylsilyl)ethynyl]pyrido[2,3-d]pyrimidin-7-one